[3-oxo-3-[3-[(1R)-3-(4-hydroxy-1-piperidyl)-1-[[(7S)-7-tert-butyl-5,6,7,8-tetrahydrothiazolo[5,4-b]quinoline-2-carbonyl]amino]propyl]anilino]propyl]ammonium O=C(CC[NH3+])NC1=CC(=CC=C1)[C@@H](CCN1CCC(CC1)O)NC(=O)C=1SC2=NC=3CC[C@@H](CC3C=C2N1)C(C)(C)C